[2-[9-(cyclopropylmethyl)-2,3-dihydro-1H-pyrrolo[2,3-f][1,4]benzothiazin-8-yl]-7-fluoro-1-methyl-benzimidazol-5-yl]methanone benzyl-6-hydroxy-2-azabicyclo[2.2.1]heptane-2-carboxylate C(C1=CC=CC=C1)OC(=O)N1C2C(CC(C1)C2)O.C2(CC2)CN2C(=CC=1C=CC3=C(NCCS3)C12)C1=NC2=C(N1C)C(=CC(=C2)C=O)F